2-ethyl-Cyclohexanone C(C)C1C(CCCC1)=O